BrC=1C(=NC=NC1OC)CC 5-bromo-4-ethyl-6-methoxypyrimidine